(((((2S,3S,4R,5R)-5-(5-chloro-7-((4-chlorobenzyl)amino)-3H-[1,2,3]triazolo[4,5-d]pyrimidin-3-yl)-3,4-dihydroxytetrahydrofuran-2-yl)methyl)sulfonyl)methyl)phosphonic acid ClC=1N=C(C2=C(N1)N(N=N2)[C@H]2[C@@H]([C@@H]([C@H](O2)CS(=O)(=O)CP(O)(O)=O)O)O)NCC2=CC=C(C=C2)Cl